OC1=CC=C(CNC2CCN(CC2)CCCOC2=C3C=CC(OC3=CC3=C2C=CO3)=O)C=C1 4-(3-(4-((4-hydroxybenzyl)amino)piperidin-1-yl)propoxy)-7H-furo[3,2-g]chromen-7-one